NC1=CC(=NC=C1)S(=O)(=O)N(C(OC(C)(C)C)=O)C(C)(C)C tert-butyl (4-aminopyridin-2-yl)sulfonyl(tert-butyl)carbamate